BrC1=CC(=C(C=C1)NC=1C=NC=C(C1P(C)(C)=O)Cl)F (3-((4-Bromo-2-fluorophenyl)amino)-5-chloropyridin-4-yl)dimethylphosphine oxide